3-(3,5-diethoxyphenyl)-1-[(1-methyl-1H-pyrazol-4-yl)(oxan-4-yl)sulfamoyl]urea sodium salt [Na].C(C)OC=1C=C(C=C(C1)OCC)NC(NS(N(C1CCOCC1)C=1C=NN(C1)C)(=O)=O)=O